O=C1N(CC2=CC=CC=C12)C1C(NC(CC1)=O)=O 3-(1-oxo-isoindolin-2-yl)piperidine-2,6-dione